N-methyl-5-[(1S,6R)-5-((6-oxo-5H,7H,8H,9H-cyclopenta[c][1,5]naphthyridin-3-yl)methyl)-2,5-diazabicyclo[4.2.0]octan-2-yl]pyridine-2-carboxamide CNC(=O)C1=NC=C(C=C1)N1[C@H]2CC[C@H]2N(CC1)CC1=CN=C2C3=C(C(NC2=C1)=O)CCC3